BrC=1C=C2C(=NN(C(C2=CC1)=O)CC(=O)NC1=NC=C(C=N1)F)OC1CC2(CC(C2)(F)F)C1 2-[6-bromo-4-(2,2-difluorospiro[3.3]heptan-6-yl)oxy-1-oxophthalazin-2-yl]-N-(5-fluoropyrimidin-2-yl)acetamide